C(#N)[C@H]1[C@H](C1)C(=O)O |r| (+-)-(1S,2R)-2-cyanocyclopropane-1-carboxylic acid